trisodium water O.[Na].[Na].[Na]